2-[2-[3-(Dibenzylamino)-2-fluoro-1,1-dimethyl-propoxy]ethoxy]ethanol C(C1=CC=CC=C1)N(CC(C(OCCOCCO)(C)C)F)CC1=CC=CC=C1